S1C(=NC2=C1C=CC=C2)NC(=O)C=2C=CC=C1CCN(CC21)C2=CC=C(C(=N2)C(=O)OC(C)(C)C)C=2C(=C(OCCC1CCN(CC1)CC(=O)O)C=CC2)C 2-(4-(2-(3-(6-(8-(benzo[d]thiazol-2-ylcarbamoyl)-3,4-dihydroisoquinolin-2(1H)-yl)-2-(tert-butoxycarbonyl)pyridin-3-yl)-2-methylphenoxy)ethyl)piperidin-1-yl)acetic acid